CC1=C(C=CC(=N1)N1CC(C1)CS(=O)(=O)[O-])OC(F)(F)F.FC1=C(C(=C(C(=C1[B-](C1=C(C(=C(C(=C1F)F)F)F)F)(C1=C(C(=C(C(=C1F)F)F)F)F)C1=C(C(=C(C(=C1F)F)F)F)F)F)F)F)F.C[N+](CC1=CC=C(C=C1)OC)(C1=CC=CC=C1)C.C[N+](C)(C1=CC=CC=C1)CC1=CC=C(C=C1)OC dimethylphenyl-(4-methoxybenzyl)ammonium tetrakis(pentafluorophenyl)Borate 1-(6-methyl-5-(trifluoromethoxy)pyridin-2-yl)azetidin-3-yl-methanesulfonate